R or S-diphenylprolinol C1(=CC=CC=C1)[C@@]1(N(CCC1)C1=CC=CC=C1)CO |o1:6|